C(CCCCCCCCCCC)OS(=O)(=O)[O-] dodecyl-sulfate